cyclopentyl-Propylazepine C1(CCCC1)C1=C(NC=CC=C1)CCC